phenyl-(2-styrylpyrrolidin-1-yl)methanone C1(=CC=CC=C1)C(=O)N1C(CCC1)C=CC1=CC=CC=C1